C(CCCCCCCCCCCCCC)(=O)N[C@H]1CN(CC1)C(=O)C1=CC=C(C(=O)N2C[C@H]([C@@H](C2)C(=O)N[C@@H]2[C@H](C2)C2=CC=CC=C2)C(=O)N[C@@H]2[C@H](C2)C2=CC=CC=C2)C=C1 (3S,4S)-1-(4-((R)-3-pentadecanamidopyrrolidine-1-carbonyl)benzoyl)-N3,N4-bis((1S,2R)-2-phenylcyclopropyl)pyrrolidine-3,4-dicarboxamide